C(#N)C1CCCOO1 2-cyano-3,4-dioxan